C(C)(C)(C)OC(=O)N\C(\NCC(C1=CC(=C(C=C1)O)Br)O)=N/C(OC(C)(C)C)=O tert-butyl [(Z)-[(tert-butoxycarbonyl)amino]{[2-hydroxy-2-(3-bromo-4-hydroxyphenyl)ethyl]amino}methylidene]carbamate